ClC=1C=CC2=C(N(C3=C(CC2)C=CC=C3)CCCCN(C/C=C/C(=O)OCC)CC)C1 Ethyl (E)-4-{[4-(3-chloro-10,11-dihydro-dibenzo[b,f]azepin-5-yl)butyl]-ethyl-amino}but-2-enoate